C(C)SC1=CC(=C(C=C1)\C=C(/C)\[N+](=O)[O-])OC (E)-ethyl(3-methoxy-4-(2-nitroprop-1-en-1-yl)phenyl)sulfane